[4-methyl-2-(methylcarbamoyl)pyrimidin-5-yl]boronic Acid CC1=NC(=NC=C1B(O)O)C(NC)=O